(R)-1-(7-bromo-8-fluoro-2-(((2R,7as)-2-fluoro-hexahydro-1H-pyrrolizin-7a-yl)methoxy)quinazolin-4-yl)-3-methylpiperidin-3-ol BrC1=CC=C2C(=NC(=NC2=C1F)OC[C@]12CCCN2C[C@@H](C1)F)N1C[C@@](CCC1)(O)C